8,8-dimethyl-2-[2-methyl-5-(trifluoromethyl)-1,3-oxazole-4-carbonyl]-7-oxo-2-azaspiro[3.5]non-5-ene-6-carbonitrile CC1(C(C(=CC2(CN(C2)C(=O)C=2N=C(OC2C(F)(F)F)C)C1)C#N)=O)C